[Na].[Na].[Na].SC1=NC(=NC(=N1)S)S 2,4,6-trimercaptos-triazine trisodium salt